[Si](C)(C)(C(C)(C)C)O[C@H]1[C@@H](O)[C@H](O)[C@H](O)CO1 1-O-(t-butyldimethylsilyl)-β-D-Arabino-pyranose